4,7,10,13,16-pentaoxanonadecanedioic acid C(CCOCCOCCOCCOCCOCCC(=O)O)(=O)O